OC1=CC(=NO1)C1=CC=C(O1)P(O)(=O)O 5-(5-hydroxyl-isoxazol-3-yl)-furan-2-phosphonic acid